4,4'-bis(triethoxysilylethyl)-1,1'-biphenyl C(C)O[Si](OCC)(OCC)CCC1=CC=C(C=C1)C1=CC=C(C=C1)CC[Si](OCC)(OCC)OCC